BrC=1C(=NC(=NC1)NC1CC1)C=1OC=CC1 5-bromo-N-cyclopropyl-4-(furan-2-yl)pyrimidin-2-amine